sodium 2-hydroxytetradecyl sulfate S(=O)(=O)(OCC(CCCCCCCCCCCC)O)[O-].[Na+]